7-bromo-2-(3-(5-fluoro-6-methylpyridin-2-yl)-1-(tetrahydro-2H-pyran-2-yl)-1H-pyrazol-4-yl)-1,5-naphthyridine BrC1=CN=C2C=CC(=NC2=C1)C=1C(=NN(C1)C1OCCCC1)C1=NC(=C(C=C1)F)C